C[Si](C(C(=O)OC1CCCCC1)C)(OCC)OCC cyclohexyl α-methyldiethoxysilylpropionate